OC1=C(C=NC=C1[N+](=O)[O-])C 4-hydroxy-3-methyl-5-nitropyridine